methyl [11C]triflate O(S(=O)(=O)[11C](F)(F)F)C